ClC1=C(C=CC=2C(=C3N(C12)CCN(C3)C(=O)C3NC(OCC3)=O)C=3C=NNC3)Cl 4-(6,7-Dichloro-10-(1H-pyrazol-4-yl)-1,2,3,4-tetrahydropyrazino[1,2-a]indole-2-carbonyl)-1,3-oxazinan-2-one